FC(OC1=CC=C(CN2N=C(C3=CC=CC=C23)C(=O)NS(=O)(=O)C2=CC=C(C(=O)O)C=C2)C=C1)F 4-(N-(1-(4-(difluoromethoxy)benzyl)-1H-indazole-3-carbonyl)-sulfamoyl)benzoic acid